3-((4-(4-amino-3-(4-phenoxyphenyl)-1H-pyrazolo[3,4-d]pyrimidin-1-yl)-[1,4'-bipiperidin]-1'-yl)methyl)azetidine-1-carboxylic acid tert-butyl ester C(C)(C)(C)OC(=O)N1CC(C1)CN1CCC(CC1)N1CCC(CC1)N1N=C(C=2C1=NC=NC2N)C2=CC=C(C=C2)OC2=CC=CC=C2